3-[[(3R,4R)-4-[4-Chloro-2-(5-fluoro-2-pyridyl)-1H-imidazol-5-yl]-3-methyl-1-piperidyl]sulfonyl]-N-(1-methylsulfonylazetidin-3-yl)propenamide ClC=1N=C(NC1[C@H]1[C@H](CN(CC1)S(=O)(=O)C=CC(=O)NC1CN(C1)S(=O)(=O)C)C)C1=NC=C(C=C1)F